(2S,5R)-2-(N-((S)-1-Acetylpiperidin-3-yl) carbamimidoyl)-7-oxo-1,6-diazabicyclo[3.2.1]octan-6-yl hydrogen sulfate S(=O)(=O)(ON1[C@@H]2CC[C@H](N(C1=O)C2)C(N[C@@H]2CN(CCC2)C(C)=O)=N)O